9,10,13-trihydroxyhexadecenoic acid OC(CCCCCC=CC(=O)O)C(CCC(CCC)O)O